(S)-1-(3-(8-amino-1-((2-cyclopropylbenzo[d]oxazol-5-yl)ethynyl)imidazo[1,5-a]pyrazin-3-yl)pyrrolidin-1-yl)prop-2-en-1-one NC=1C=2N(C=CN1)C(=NC2C#CC=2C=CC1=C(N=C(O1)C1CC1)C2)[C@@H]2CN(CC2)C(C=C)=O